NC1=NC(=C(C(=C1C#N)C1=CC=C(C=C1)OCC(F)F)C#N)SCC=1C=NC=CC1 2-amino-4-(4-(2,2-difluoroethoxy)phenyl)-6-((pyridin-3-ylmethyl)thio)pyridine-3,5-dicarbonitrile